2-methyl-4-(3-methyl-1H-1,2,4-triazol-1-yl)-6-(methylsulfonyl)pyrimidine CC1=NC(=CC(=N1)N1N=C(N=C1)C)S(=O)(=O)C